NC1=NC(C=2N=CN(C2N1)\C=C\1/C(C1)(CO)CO)=O 2-amino-9-{(Z)-[2,2-bis(hydroxymethyl)cyclopropylidene]methyl}-3,9-dihydro-6H-purin-6-one